2-(3-(Ethylsulfanyl)-2-fluoro-5-methyl-4-nitrophenyl)-6-fluoro-1,2,3,4-tetrahydroisoquinoline C(C)SC=1C(=C(C=C(C1[N+](=O)[O-])C)N1CC2=CC=C(C=C2CC1)F)F